(2R)-N-((R)-(3-chloro-4-fluorophenyl)(trans-3-(trifluoromethyl)cyclobutyl)methyl)-2-methyl-3-oxopiperazine-1-carboxamide ClC=1C=C(C=CC1F)[C@H](NC(=O)N1[C@@H](C(NCC1)=O)C)[C@@H]1C[C@H](C1)C(F)(F)F